O[C@@H]1CO[C@H]2[C@@H]1OC[C@@H]2N2N=NC(=C2)C(=O)NCC=2SC(=NN2)C2=CC=CC=C2 1-[(3S,3aR,6R,6aR)-6-hydroxy-2,3,3a,5,6,6a-hexahydrofuro[3,2-b]furan-3-yl]-N-[(5-phenyl-1,3,4-thiadiazol-2-yl)methyl]triazole-4-carboxamide